N-(5-(3,5-difluorobenzyl)-1H-indazol-3-yl)-4-(4-(4-((2-(2,6-dioxopiperidin-3-yl)-1,3-dioxoisoindolin-5-yl)oxy)cyclohexyl)piperazin-1-yl)-2-((tetrahydro-2H-pyran-4-yl)amino)benzamide FC=1C=C(CC=2C=C3C(=NNC3=CC2)NC(C2=C(C=C(C=C2)N2CCN(CC2)C2CCC(CC2)OC=2C=C3C(N(C(C3=CC2)=O)C2C(NC(CC2)=O)=O)=O)NC2CCOCC2)=O)C=C(C1)F